O=C1C2=C(NC(C3N1CCN(C3)C(COC3=CC(=C(C#N)C=C3)C(F)(F)F)=O)=O)C=CC(=C2)C2=CC(=CC=C2)C(F)(F)F 4-(2-(6,12-dioxo-8-(3-(trifluoromethyl)phenyl)-3,4,6,11,12,12a-hexahydrobenzo[e]pyrazino[1,2-a][1,4]diazepin-2(1H)-yl)-2-oxoethoxy)-2-(trifluoromethyl)benzonitrile